(S)-8,8-Dimethyl-2-oxo-7,8-dihydro-2H,6H-pyrano[3,2-g]chromen-7-yl-3-(4-acetoxy-3-methoxyphenyl)propanoat CC1([C@H](CC=2C=C3C=CC(OC3=CC2O1)=O)OC(CCC1=CC(=C(C=C1)OC(C)=O)OC)=O)C